2-(4-phenoxyphenyl)-7-[5-(prop-2-enoyl)-5,8-diazaspiro[3.5]nonan-8-yl]-4,5,6,7-tetrahydro-2H-pyrazolo[4,3-b]pyridine-3-carboxamide O(C1=CC=CC=C1)C1=CC=C(C=C1)N1N=C2C(NCCC2N2CCN(C3(CCC3)C2)C(C=C)=O)=C1C(=O)N